pyridinium (2S,5R)-N-(2-methoxyethoxy)-7-oxo-6-(sulfooxy)-1,6-diazabicyclo[3.2.1]-octane-2-carboxamide COCCONC(=O)[C@H]1N2C(N([C@H](CC1)C2)OS(=O)(=O)O)=O.[NH+]2=CC=CC=C2